N1=C(C=CC=C1)C1C(COC2(CCCC2)C1)C(=O)OC methyl 9-(pyridin-2-yl)-6-oxaspiro[4.5]decane-8-carboxylate